BrC1=CC2=C(N=C(O2)C2=NCCC3=C2N=CN3)C=C1 4-(6-bromobenzo[d]oxazol-2-yl)-6,7-dihydro-1H-imidazo[4,5-c]pyridin